racemic-2,2,3-trimethyloxirane CC1(O[C@@H]1C)C |r|